NC1=CC=CC(=N1)S(=O)(=O)NC(=O)C=1C(=NC(=CC1)C=1C2=CN(N=C2C=CC1)C)OC1=C(C=C(C=C1C)C)C N-[(6-Amino-2-pyridyl)sulfonyl]-6-(2-methylindazol-4-yl)-2-(2,4,6-trimethylphenoxy)pyridin-3-carboxamid